C(#N)C(C)(C)N=NC(C#N)(C)C 2-[2-(1-cyano-1-methylethyl)diazen-1-yl]-2-methylpropane-nitrile